N=1C=CN2C1C=C(C=C2)C2=CC=C(C=C2)S(=O)(=N)[C@@H]2CC[C@H](CC2)NC2=CC=C(C=C2)S(F)(F)(F)(F)F (4-{imidazo[1,2-a]pyridin-7-yl}phenyl)[trans-4-{[4-(pentafluoro-λ6-sulfanyl)phenyl]Amino}cyclohexyl](imino)-λ6-sulfanone